1-[4-(methylsulfonylaminomethyl)benzyl]-3-bromo-4-[(2,4-difluorobenzyl)oxy]-6-methylpyridin-2(1H)-one CS(=O)(=O)NCC1=CC=C(CN2C(C(=C(C=C2C)OCC2=C(C=C(C=C2)F)F)Br)=O)C=C1